C(CCC)[C@@H]1N([C@H](C2=CC=C(C=C2C1)OC)C1=CC=C(C=C1)F)C(CO)=O 1-((1S,3S)-3-butyl-1-(4-fluorophenyl)-6-methoxy-3,4-dihydroisoquinolin-2(1H)-yl)-2-Hydroxyethan-1-one